ClC1=CC=C(OC2=CC=C(C=C2)C2=C(NC=3CCCCC3C2=O)C)C=C1 3-(4-(4-chlorophenoxy)phenyl)-2-methyl-5,6,7,8-tetrahydroquinolin-4(1H)-one